2-ethylphenyl phosphite P(OC1=C(C=CC=C1)CC)([O-])[O-]